5-[4-(difluoromethoxy)-3-fluorophenyl]-1-methyl-7-(trifluoromethyl)-1,5-dihydro-4H-imidazo[4,5-c][1,8]Naphthyridin-4-one FC(OC1=C(C=C(C=C1)N1C(C2=C(C=3C=CC(=NC13)C(F)(F)F)N(C=N2)C)=O)F)F